3-methyl-6-ethynyl-1,2,4,5-tetrazine CC=1N=NC(=NN1)C#C